FC(C1=CC=C(C=N1)C=1N=CNC1)(F)F 4-(6-(trifluoromethyl)pyridin-3-yl)-1H-imidazole